BrC1=C(C=CC=C1COC1=NC(=C(C(=N1)OC)CN1[C@@H](CCCC1)C(=O)O)OC)C1=C(C(=CC=C1)OCCCN1CCOCC1)C (S)-1-((2-((2-bromo-2'-methyl-3'-(3-morpholinopropoxy)-[1,1'-biphenyl]-3-yl)methoxy)-4,6-dimethoxypyrimidin-5-yl)methyl)piperidine-2-carboxylic acid